[N+](=O)([O-])C1=CC=C(C=C1)CC(=O)N1CCC(CC1)C1=CC=C(C=C1)NC1CC(NC(C1)=O)=O 4-((4-(1-(2-(4-nitrophenyl)acetyl)piperidin-4-yl)phenyl)amino)piperidine-2,6-dione